CN(CC(=O)NC=1C=C(OC=2C=C(C=C(C2)C)C=2C3=C(C(N(C2)C)=O)NC(=C3)C(=O)NCC)C=CC1C)C 4-(3-(3-(2-(dimethylamino)acetamido)-4-methylphenoxy)-5-methylphenyl)-N-ethyl-6-methyl-7-oxo-6,7-dihydro-1H-pyrrolo[2,3-c]pyridine-2-carboxamide